4-(3-bromo-9-ethyl-6,6-dimethyl-11-oxo-6,11-dihydro-5H-benzo[b]carbazol-8-yl)piperidine-1-carboxylate BrC1=CC=C2C=3C(C4=C(C(C3NC2=C1)(C)C)C=C(C(=C4)CC)C4CCN(CC4)C(=O)[O-])=O